C(C)OC(=O)C1(OC2=C(C(=C(C(=C2CC1)C)O)C)C)C 6-hydroxy-2,5,7,8-tetramethyl-chromane-2-carboxylic acid ethyl ester